N1C(=NC2=C1C=CC=C2)C=2C=C(C=CC2)C(C)=O 1-(3-(1H-benzo[d]imidazol-2-yl)phenyl)ethanone